CC1=CC=C(C=C1)OO[SH4]N1C=C(C=2C1=NC=C(C2)C2=CC=C(C=C2)OCCOS(=O)(=O)C2=CC=C(C=C2)C)C=2N(N=CC2)C 4-methylbenzenesulfonic acid-2-[(4-{1-[(4-methylphenyl)dioxy-λ6-sulfanyl]-3-(2-methylpyrazol-3-yl)pyrrolo[2,3-b]pyridin-5-yl}phenyl)oxy]ethyl ester